[Cd].[Sn].[Pb].[Bi] bismuth-lead-tin-cadmium